3-[ethoxy(vinyl)phosphino]propionic acid ethyl ester C(C)OC(CCP(C=C)OCC)=O